BrC1(CC=CC=2CCCC(C12)=O)F 8-bromo-8-fluoro-3,4-dihydronaphthalen-1(2H)-one